α-Phenylglycine C1(=CC=CC=C1)C(N)C(=O)O